1-dimethylaminomethyl-1'-methylferrocene CN(C)C[C-]1C=CC=C1.C[C-]1C=CC=C1.[Fe+2]